C(#N)C(C)(C=1C=NC=C(C1)F)NC(=O)[C@@H]1[C@H]2C([C@H]2CN1C(=O)[C@H](C(C)(C)C)NC(OC(C)(C)C)=O)(C)C tert-butyl N-[(1S)-1-[(1R,2S,5S)-2-[[1-cyano-1-(5-fluoro-3-pyridyl)ethyl]carbamoyl]-6,6-dimethyl-3-azabicyclo[3.1.0]hexane-3-carbonyl]-2,2-dimethyl-propyl]carbamate